FC([C@]([C@H](C(=O)O)C)(C)O)(F)F (2R,3R)-4,4,4-trifluoro-3-hydroxy-2,3-dimethylbutanoic acid